5-(3-(((S)-1-(1H-1,2,4-triazol-1-yl)propan-2-yl)oxy)-4-chlorophenyl)-N-(3-((4-methoxybutan-2-yl)oxy)-1-((1r,4r)-4-morpholinocyclohexyl)-1H-pyrazol-4-yl)pyrimidin-2-amine N1(N=CN=C1)C[C@H](C)OC=1C=C(C=CC1Cl)C=1C=NC(=NC1)NC=1C(=NN(C1)C1CCC(CC1)N1CCOCC1)OC(C)CCOC